C(CCCCCCCCCCCCCCCCCCCCCCCCCCCCC)C(C(=O)O)CCCCCCCCCCCCCC triacontyl-palmitic acid